5-chloro-N-(2,5-dichloro-4-(4-(4-methylpiperazin-1-yl)piperidin-1-yl)phenyl)-4-(1-(ethylsulphonyl)-1H-indol-3-yl)pyrimidin-2-amine ClC=1C(=NC(=NC1)NC1=C(C=C(C(=C1)Cl)N1CCC(CC1)N1CCN(CC1)C)Cl)C1=CN(C2=CC=CC=C12)S(=O)(=O)CC